2-mercapto-2-morpholinyl-1-(4-methylsulfanyl-phenyl)butan-1-one SC(C(=O)C1=CC=C(C=C1)SC)(CC)N1CCOCC1